4-[[2-[2-Chloro-5-hydroxy-4-(1-hydroxy-1-methyl-ethyl)phenyl]acetyl]amino]-N-[1-(trifluoromethyl)cyclopropyl]pyridine-2-carboxamide ClC1=C(C=C(C(=C1)C(C)(C)O)O)CC(=O)NC1=CC(=NC=C1)C(=O)NC1(CC1)C(F)(F)F